FC1=C(C(=CC(=C1)CNC1=NC(=NC=C1C)OC)O)N1CC(NS1(=O)=O)=O 5-(2-fluoro-6-hydroxy-4-(((2-methoxy-5-methylpyrimidin-4-yl)amino)methyl)phenyl)-1,2,5-thiadiazolidin-3-one 1,1-dioxide